FC(OC=1C=C(C=CC1F)C1=CN=CC(=N1)CN)F (6-(3-(Difluoromethoxy)-4-fluorophenyl)pyrazin-2-yl)methanamine